10,10-dimethyl-9,10-dihydro-anthracene CC1(C=2C=CC=CC2CC2=CC=CC=C12)C